((5-((4-fluorobenzyl)thio)-4-phenyl-4H-1,2,4-triazol-3-yl)methyl)-9H-carbazole FC1=CC=C(CSC=2N(C(=NN2)CC2=CC=CC=3C4=CC=CC=C4NC23)C2=CC=CC=C2)C=C1